Ethyl 6-(trifluoromethyl)-1-(4-(morpholinomethyl)phenyl)-1,4-dihydrothiochromeno[4,3-c]pyrazole-3-carboxylate 5,5-dioxide FC(C1=CC=CC2=C1S(CC1=C2N(N=C1C(=O)OCC)C1=CC=C(C=C1)CN1CCOCC1)(=O)=O)(F)F